Uridin-5'-monophosphat P(=O)(O)(O)OC[C@@H]1[C@H]([C@H]([C@@H](O1)N1C(=O)NC(=O)C=C1)O)O